1,3-benzimidazolium [NH+]1=CNC2=C1C=CC=C2